ClC=1C(=C(C=2CCCCCC2C1)C(=O)OC)O methyl 10-chloro-9-hydroxy-bicyclo[5.4.0]undeca-1(7),8,10-triene-8-carboxylate